C(C)N(C(C1=C(C=C(C(=C1)C(C)C)O)O)=O)C=1C=C2CCN(C2=CC1)C N-ethyl-2,4-dihydroxy-5-isopropyl-N-(1-methylindolin-5-yl)benzamide